C(=O)(O)CCC=1[C@@H]([C@@H](C=CC1)O)O cis-3-carboxyethyl-3,5-cyclohexadiene-1,2-diol